N-[4-(methanesulfonylmethyl)phenyl]-7-{1-methyl-1H-pyrrolo[2,3-b]pyridin-4-yl}-5H,6H,7H,8H-pyrido[3,4-d]pyrimidin-2-amine CS(=O)(=O)CC1=CC=C(C=C1)NC=1N=CC2=C(N1)CN(CC2)C2=C1C(=NC=C2)N(C=C1)C